NC1=C(C=C(C#N)C=C1NOCC)OCC 4-amino-3-ethoxy-5-(ethoxyamino)benzonitrile